1,5-dimethylbenzol CC1=CC=CC(=C1)C